3-tert-Butyl-N-{(1S)-1-(4-methylcyclohexyl)-2-oxo-2-[(2-oxospiro[1H-pyrrolo[3,2-c]-pyridine-3,4'-tetrahydropyran]-6-yl)amino]ethyl}isoxazole-4-carboxamide C(C)(C)(C)C1=NOC=C1C(=O)N[C@H](C(NC1=CC2=C(C=N1)C1(CCOCC1)C(N2)=O)=O)C2CCC(CC2)C